N(=[N+]=[N-])C=1C=C(C=CC1)C1=CC(=C(C=C1)C(=O)OC)C(F)(F)F methyl 3'-azido-3-(trifluoromethyl)-[1,1'-biphenyl]-4-carboxylate